Pyrazolo[1,5-a]pyrazine-4-thiol N1=CC=C2N1C=CN=C2S